Cl.FC=1C=C(CC2(CCNCC2)C#N)C=C(C1)F 4-(3,5-difluorobenzyl)piperidine-4-carbonitrile hydrochloride